1-[5-isobutyl-2-(2H-tetrazol-5-yl)phenyl]-4-[(1-methyl-pyrazol-3-yl)meth-yl]piperazine C(C(C)C)C=1C=CC(=C(C1)N1CCN(CC1)CC1=NN(C=C1)C)C=1N=NNN1